1-cyclopropyl-7-(1-((2,4-diaminopyrimidin-5-yl)methyl)indolin-5-yl)-6-fluoro-8-methyl-4-oxo-1,4-dihydroquinoline-3-carboxylic acid dihydrochloride Cl.Cl.C1(CC1)N1C=C(C(C2=CC(=C(C(=C12)C)C=1C=C2CCN(C2=CC1)CC=1C(=NC(=NC1)N)N)F)=O)C(=O)O